N'-(3-cyanophenyl)-2-pyridinecarbohydrazide C(#N)C=1C=C(C=CC1)NNC(=O)C1=NC=CC=C1